5-(2-chloro-3-fluorophenoxy)-6-fluoro-3-(((3-fluoropyridin-2-yl)methyl)amino)-4H-benzo[e][1,2,4]thiadiazine 1,1-dioxide ClC1=C(OC2=C(C=CC3=C2NC(=NS3(=O)=O)NCC3=NC=CC=C3F)F)C=CC=C1F